1-(2-((2-(1-(cyclopropylsulfonyl)-1H-pyrazol-4-yl)pyrimidin-4-yl)amino)-5-((1-methyl-1H-1,2,4-triazol-3-yl)ethynyl)pyridin-4-yl)piperidin-4-ol C1(CC1)S(=O)(=O)N1N=CC(=C1)C1=NC=CC(=N1)NC1=NC=C(C(=C1)N1CCC(CC1)O)C#CC1=NN(C=N1)C